C1(CC1)OC1=C(C=NC(=C1)C)C(=O)NC1=CC(=C(C(=C1)F)OC1=CC=NC2=CC(=C(C=C12)OC)OCCO)F 4-cyclopropoxy-N-(3,5-difluoro-4-{[7-(2-hydroxyethoxy)-6-methoxyquinolin-4-yl]oxy}phenyl)-6-methylpyridine-3-carboxamide